1,7-naphthyridine-5-carbaldehyde N1=CC=CC=2C(=CN=CC12)C=O